1-tetrahydrofuran-3-ylethanone O1CC(CC1)C(C)=O